3-(4-((2-(4-fluorophenyl)-9H-purin-6-yl)amino)-1-oxoisoindolin-2-yl)piperidine-2,6-dione FC1=CC=C(C=C1)C1=NC(=C2N=CNC2=N1)NC1=C2CN(C(C2=CC=C1)=O)C1C(NC(CC1)=O)=O